N-(2-chloroethyl)-4-isopropylbenzenesulfonamide ClCCNS(=O)(=O)C1=CC=C(C=C1)C(C)C